C(C)(C)(C)OC(=O)C1=CC=C(C=C1)[C@@H]1CN(CC[C@H]1CC1=C2C=CN(C2=C(C=C1C)C)C(=O)OC(C)(C)C)C1COC1 tert-butyl 4-(((3R,4R)-3-(4-(tert-butoxycarbonyl) phenyl)-1-(oxetan-3-yl)piperidin-4-yl)methyl)-5,7-dimethyl-1H-indole-1-carboxylate